4-isocyanato-4'-methyldiphenylmethane CC1=CC=C(C=C1)CC2=CC=C(C=C2)N=C=O